1-(oxetan-2-ylmethyl)-4-(pyridin-3-yloxy)-1H-benzo[d]imidazole-6-carboxylic acid O1C(CC1)CN1C=NC2=C1C=C(C=C2OC=2C=NC=CC2)C(=O)O